C(#N)CC=1C=C(C=CC1)B(O)O [3-(cyanomethyl)phenyl]boronic acid